5-Bromo-1-methyl-3-(5-methyl-1,3,4-thiadiazol-2-ylamino)pyridin BrC=1C=C(CN(C1)C)NC=1SC(=NN1)C